(R)-2-((4-(3-methylmorpholinyl)-2-(1H-pyrazol-3-yl)-2,6,8,9-tetrahydro-7H-1,2,3,7-tetraazabenzo[cd]azulen-7-yl)sulfonyl)ethan-1-ol C[C@H]1N(CCOC1)C=1C=C2C3=C(N(N=C3CCN(C2)S(=O)(=O)CCO)C2=NNC=C2)N1